CN(CCN(C1=NC(=C(C=C1NC(C=C)=O)[N+](=O)[O-])OC)C)C N-(2-((2-(dimethylamino)ethyl)(methyl)amino)-6-methoxy-5-nitropyridin-3-yl)acrylamide